NC1=C(C=C(C=N1)CNC(=O)N1[C@H](CCC1)CN1CCCC1)OC(C)C1=C(C(=CC=C1Cl)F)Cl (R)-2-pyrrolidin-1-ylmethyl-pyrrolidine-1-carboxylic acid {6-amino-5-[1-(2,6-dichloro-3-fluoro-phenyl)-ethoxy]-pyridin-3-ylmethyl}-amide